ClC=1C(=C(C=CC1)[C@@]1(CNCC1)NC1=CC=C2C3(C(N(C2=C1)C([2H])([2H])[2H])=O)CC3)C (S)-6'-((3-(3-chloro-2-methylphenyl)pyrrolidin-3-yl)amino)-1'-(methyl-d3)spiro[cyclopropane-1,3'-indolin]-2'-one